2'-Chloro-6-fluoro-5-(2-methoxyethoxy)-5'-(phenyl(pyrrolidin-2-yl)methyl)-[1,1'-biphenyl]-2-carboxamide ClC1=C(C=C(C=C1)C(C1NCCC1)C1=CC=CC=C1)C=1C(=CC=C(C1F)OCCOC)C(=O)N